BrC1=C(C=C(C=C1)F)C(C(=O)O)C 2-(2-bromo-5-fluorophenyl)propionic acid